C(C)OC(CCCCCN(CC)C=1C=CC2=CC=3C(CC(=CC3[O+]=C2C1)OCC)(C)C)=O 6-[(6-ethoxy-8,8-dimethyl-7H-xanthene-10-ium-3-yl)-ethyl-amino]hexanoic acid ethyl ester